C(CCC)[Si](C1=CC=C(C=C1)P(C1=CC=C(C=C1)[Si](CCCC)(CCCC)CCCC)Cl)(CCCC)CCCC bis(4-((tri-n-butyl)silyl)phenyl)phosphorus chloride